6-(4-Chloro-2-(4-methyl-4H-1,2,4-triazol-3-yl)phenyl)-2-(4-(((1-cyclopropyl-ethyl)amino)methyl)-6-methylpyridin-2-yl)isoindolin-1-one ClC1=CC(=C(C=C1)C1=CC=C2CN(C(C2=C1)=O)C1=NC(=CC(=C1)CNC(C)C1CC1)C)C1=NN=CN1C